N-(6-(N-(1-methylcyclopropyl)sulfamoyl)isoquinolin-3-yl)bicyclo[1.1.0]butane-1-carboxamide CC1(CC1)NS(=O)(=O)C=1C=C2C=C(N=CC2=CC1)NC(=O)C12CC2C1